5-[(1S)-1-methoxyethyl]-1-(pyridin-2-yl)-1H-pyrazole-4-carboxylic acid CO[C@@H](C)C1=C(C=NN1C1=NC=CC=C1)C(=O)O